FCCN1CCN(CC1)C1=C(C=CC=C1)NS(=O)(=O)C1=CC=C(C=C1)S(=O)(=O)N(C)C N4-{2-[4-(2-fluoroethyl)piperazin-1-yl]phenyl}-N1,N1-dimethylbenzene-1,4-disulfonamide